C1(=CC=CC=C1)C1=C2C(=NNC2=CC=C1)NCC=1SC=CN1 4-phenyl-N-(thiazol-2-ylmethyl)-1H-indazol-3-amine